3-iodo-1H-pyrazolo[3,4-d]Pyrimidine-4,6-diamine IC1=NNC2=NC(=NC(=C21)N)N